(±)-N-[8-amino-6-(4-methyl-3-pyridyl)-3-isoquinolyl]-2-morpholin-3-yl-acetamide NC=1C=C(C=C2C=C(N=CC12)NC(C[C@H]1NCCOC1)=O)C=1C=NC=CC1C |r|